FC1=C(C(=CC(=C1)OC)F)[C@H]1[C@@H](C(N(C1)C1=NC=CC(=C1C(F)(F)F)N1CCOCC1)=O)NC(=O)NC1CCC(CC1)C(F)F 1-((3s,4r)-4-(2,6-difluoro-4-methoxyphenyl)-1-(4-morpholino-3-(trifluoromethyl)pyridin-2-yl)-2-oxopyrrolidin-3-yl)-3-((1r,4s)-4-(difluoromethyl)cyclohexyl)urea